FC1=C(C(=C(C=C1OC)OC)F)N1C(N(C2=C(C1)C=NC(=C2)C=2C(=NN(C2)C)C)C=2C=C(C#N)C=CC2)=O 3-(3-(2,6-difluoro-3,5-dimethoxyphenyl)-7-(1,3-dimethyl-1H-pyrazol-4-yl)-2-oxo-3,4-dihydropyrido[4,3-d]pyrimidin-1(2H)-yl)benzonitrile